C(C1=CC=CC=C1)NC(N(C1=NC=C(C=N1)C=1C=NC(=NC1)OC)[C@@H]1CC[C@H](CC1)NC1=NC=C(C(=N1)NC1(COC1)C)C#N)=O 3-benzyl-1-(trans-4-((5-cyano-4-((3-methyloxetan-3-yl)amino)pyrimidin-2-yl)amino)cyclohexyl)-1-(2'-methoxy-5,5'-bipyrimidin-2-yl)urea